CC1(CCNCC1)C(=O)OC methyl 4-methylpiperidine-4-carboxylate